Cl.NC(C#CC1=CC=C(C=C1)NC(C[C@H]1C=2N(C3=C(C(=N1)C1=CC=C(C=C1)Cl)C(=C(S3)C)C)C(=NN2)C)=O)CO N-(4-(3-amino-4-hydroxybut-1-yn-1-yl)phenyl)-2-((S)-4-(4-chlorophenyl)-2,3,9-trimethyl-6H-thieno[3,2-f][1,2,4]triazolo[4,3-a][1,4]diazepin-6-yl)acetamide hydrochloride